C(C)C(C(O)=O)C(CCCCC)C ethyl-5-butyl-4-methyl-oxapentan-2-one